2,5-di(9H-carbazol-9-yl)-3,6-bis(2,6-diphenylpyrimidin-4-yl)benzene-1,4-diamine C1=CC=CC=2C3=CC=CC=C3N(C12)C1=C(C(=C(C(=C1C1=NC(=NC(=C1)C1=CC=CC=C1)C1=CC=CC=C1)N)N1C2=CC=CC=C2C=2C=CC=CC12)C1=NC(=NC(=C1)C1=CC=CC=C1)C1=CC=CC=C1)N